(E)-3-(2-fluoro-4-methoxyphenyl)-1-(6-methoxy-2,4-bis(methoxymethoxy)-3-(3-methylbut-2-enyl)phenyl)prop-2-en-1-one FC1=C(C=CC(=C1)OC)/C=C/C(=O)C1=C(C(=C(C=C1OC)OCOC)CC=C(C)C)OCOC